ethyl 4-(2-(2,6-dioxopiperidin-3-yl)-1,3-dioxoisoindolin-5-yl)piperazine-1-carboxylate O=C1NC(CCC1N1C(C2=CC=C(C=C2C1=O)N1CCN(CC1)C(=O)OCC)=O)=O